ClC1=C(C#N)C=CC(=C1)N1CC2(C[C@H]1C)CCN(CC2)C2=CC=C(C=C2)C(=O)N2CCC(CC2)CN2CCC(CC2)C2=CC=C(C=C2)NC2C(NC(CC2)=O)=O 2-Chloro-4-((3R)-8-(4-(4-((4-(4-((2,6-dioxo-piperidin-3-yl)amino)-phenyl)piperidin-1-yl)-methyl)piperidine-1-carbonyl)phenyl)-3-methyl-2,8-diazaspiro[4.5]decan-2-yl)benzonitrile